6-(3-Chloro-6-(difluoromethyl)-2-fluorophenyl)-N-(1-((S)-1-(4-methyl-2-((1R,5S)-2-oxo-3-azabicyclo[3.1.0]hexan-3-yl)pyrimidin-5-yl)ethyl)-1H-pyrazol-4-yl)pyrazine-2-carboxamide ClC=1C(=C(C(=CC1)C(F)F)C1=CN=CC(=N1)C(=O)NC=1C=NN(C1)[C@@H](C)C=1C(=NC(=NC1)N1C([C@@H]2C[C@@H]2C1)=O)C)F